CN1N=C(C=C1)C1=NN2C(=NC=3C=CC=CC3C2=N1)N[C@H]1C(NCCCC1)=O (3R)-3-{[2-(1-methyl-1H-pyrazol-3-yl)[1,2,4]triazolo[1,5-c]quinazolin-5-yl]amino}azepan-2-one